N1=CN=CC2=C1C=NC=N2 pyrimido[5,4-d]pyrimidin